C(#C)C=1SC=C(N1)C(=O)NCCC1=CC=C(C=C1)C1=C(C=CC=C1)S(=O)(=O)C 2-Ethynyl-N-(2-(2'-(methylsulfonyl)-[1,1'-biphenyl]-4-yl)ethyl)thiazole-4-carboxamide